(±)-trans-4-phenyl-N-[3-(pyrid-3-ylamino)phenyl]Pyrrolidine-3-carboxamide C1(=CC=CC=C1)[C@H]1[C@@H](CNC1)C(=O)NC1=CC(=CC=C1)NC=1C=NC=CC1 |r|